C(#N)C1=CC=C(C=C1)N(C(=O)C1=C(N(C=C1)C)C)CC1=C(C(=CC=C1)OC)C N-(4-cyanophenyl)-N-(3-methoxy-2-methylbenzyl)-1,2-dimethyl-1H-pyrrole-3-carboxamide